C(#N)C1=CC=C(C2=CC=CC=C12)C1C2(CC2(CN1)C(F)(F)F)C(=O)NC1CC2CCC(C1)N2C (4-cyanonaphthalen-1-yl)-N-(8-methyl-8-azabicyclo[3.2.1]oct-3-yl)-5-(trifluoromethyl)-3-azabicyclo[3.1.0]hexane-1-carboxamide